di-n-octylamine acetate C(C)(=O)O.C(CCCCCCC)NCCCCCCCC